ClC1=C(C=CC=C1)C=CC(=COC1=CC2=CC=CC=C2C=C1)CC 2-((4-(2-chlorophenyl)-2-ethylbut-1,3-dien-1-yl)oxy)naphthalene